FC=1C=C2C(=CNC2=C(C1)C#N)I 5-Fluoro-3-iodo-1H-indole-7-carbonitrile